C(C#CC)(=O)N1[C@@H](C[C@H](CC1)N1N=NC=2C(=NC=3C(=C(C(=CC3C21)C)C2=CC=C(C=C2)F)F)O[C@H](CN(C)C)C)CC#N ((2S,4S)-1-(but-2-ynoyl)-4-(4-(((S)-1-(dimethylamino)propan-2-yl)oxy)-6-fluoro-7-(4-fluorophenyl)-8-methyl-1H-[1,2,3]triazolo[4,5-c]quinolin-1-yl)piperidin-2-yl)acetonitrile